COC1=CC=C(C=C1)C(OC[C@@H]1C(C([C@@H](O1)N1C(NC(C=C1)=O)=O)OC(CCC(=O)O)=O)OCCCCCCCCON1C(C2=CC=CC=C2C1=O)=O)(C1=CC=CC=C1)C1=CC=C(C=C1)OC 4-[(2R,5R)-5-[[bis(4-methoxyphenyl)-phenyl-methoxy]methyl]-4-[8-(1,3-dioxoisoindolin-2-yl)oxyoctoxy]-2-(2,4-dioxopyrimidin-1-yl)tetrahydrofuran-3-yl]oxy-4-oxo-butanoic acid